FC(C1=C(C=CC(=C1)C(=O)Cl)C1=C(C=C(C=C1)C(=O)Cl)C(F)(F)F)(F)F 2,2'-bistrifluoromethyl-4,4'-biphenyl-dicarboxylic acid chloride